C(O[2H])([2H])([2H])[2H] Meth-anol-d4